3-methoxy-N-(3-methyl-4-((2-(piperidin-1-yl)pyrimidin-5-yl)oxy)phenyl)cyclobutane-1-carboxamide COC1CC(C1)C(=O)NC1=CC(=C(C=C1)OC=1C=NC(=NC1)N1CCCCC1)C